N-[1-(2,2-difluoroethyl)-3-(difluoromethyl)-1H-pyrazol-4-yl]-2-(1H-pyrazol-4-yl)-1,3-thiazole-4-carboxamide FC(CN1N=C(C(=C1)NC(=O)C=1N=C(SC1)C=1C=NNC1)C(F)F)F